O1N=C(C2=C1C=CC=C2)C(=O)O benzo[d]isoxazole-3-carboxylic acid